CCC(=O)N[C@H]1C[C@H](N(CC1)C(=O)N1CC2(CCCC2)[C@@H](CC1)CN1C=NC(=CC1=O)C1=CC=CC=C1)C1=CC=CC=C1 methyl-N-((2S,4R)-1-((R)-10-((6-oxo-4-phenylpyrimidin-1(6H)-yl)methyl)-7-azaspiro[4.5]decane-7-carbonyl)-2-phenylpiperidin-4-yl)acetamide